C(C)N(C1CCN(CC1)C=1C=CC=2N(C(C=C(N2)C2=NN3C(C(=NC(=C3)C)CC)=C2)=O)C1)CC 7-[4-(diethylamino)piperidin-1-yl]-2-(4-ethyl-6-methylpyrazolo[1,5-a]pyrazin-2-yl)-4H-pyrido[1,2-a]pyrimidin-4-one